secondary butyl-carbinol C(C)(CC)CO